4-(3,5-dimethoxyphenylethynyl)-5-carbamoyl-6-aminopyrimidine COC=1C=C(C=C(C1)OC)C#CC1=NC=NC(=C1C(N)=O)N